[N+](=O)([O-])C(CN1CCOCC1)CC 4-(2-Nitrobutyl)morpholine